S1SCC(CC1)NC([C@H](CCCCNC(OCC1C2=CC=CC=C2C=2C=CC=CC12)=O)NC(OC(C)(C)C)=O)=O (9H-fluoren-9-yl)methyl tert-butyl ((5S)-6-((1,2-dithian-4-yl)amino)-6-oxohexane-1,5-diyl)dicarbamate